hydroxyoctylphosphinic acid OCCCCCCCCP(O)=O